4-hydroxy-1-(3-phenylbutyryl)piperazine ON1CCN(CC1)C(CC(C)C1=CC=CC=C1)=O